BrC=1C2(C3=CC=CC(=C3C1)Cl)CCC1(CC2)OCCO1 bromo-4''-chlorodispiro[[1,3]dioxolane-2,1'-cyclohexane-4',1''-indene]